N-(3-chloro-4-fluoro-2-methoxyphenyl)-4-hydroxy-2-oxo-1,2,5,6-tetrahydropyridine-3-carbothioamide ClC=1C(=C(C=CC1F)NC(=S)C=1C(NCCC1O)=O)OC